(N-(2-(2-amino-4-oxo-4,7-dihydro-3H-pyrrolo[2,3-d]pyrimidin-6-yl)ethyl)sulfamoyl)benzoic acid NC=1NC(C2=C(N1)NC(=C2)CCNS(=O)(=O)C2=C(C(=O)O)C=CC=C2)=O